C(CCC)NCC#CC=1C=C2CCN3C(C2=CC1)=CC(=NC3=O)OCC3OC=1C(=NC=CC1)OC3 9-(3-Butylamino-prop-1-ynyl)-2-(2,3-dihydro-[1,4]dioxino[2,3-b]pyridin-2-ylmethoxy)-6,7-dihydro-pyrimido[6,1-a]isoquinolin-4-one